tert-butyl ((4-(4-((1-(trans-4-ethoxycyclohexyl)-3-(pyrimidin-2-yl)-1H-pyrazol-4-yl) carbamoyl) thiazol-2-yl)-1H-pyrazol-1-yl) methyl) hydrogen phosphate P(=O)(OC(C)(C)C)(OCN1N=CC(=C1)C=1SC=C(N1)C(NC=1C(=NN(C1)[C@@H]1CC[C@H](CC1)OCC)C1=NC=CC=N1)=O)O